BrO hydrogen hypobromite